6-(1-(4-fluorobenzyl)-1H-pyrazol-4-yl)-7,8-dihydro-1,6-naphthyridin-5(6H)-one FC1=CC=C(CN2N=CC(=C2)N2C(C=3C=CC=NC3CC2)=O)C=C1